2-(4-{[(3R,5R)-5-fluoro-1-methylpiperidin-3-yl]amino}pyrido[3,4-d]pyridazin-1-yl)-5-(trifluoromethyl)phenol formate C(=O)OC1=C(C=CC(=C1)C(F)(F)F)C1=C2C(=C(N=N1)N[C@H]1CN(C[C@@H](C1)F)C)C=NC=C2